C(C)(C)N(C1=NC=C(C=N1)CO[C@H]1CN2C(OC1)=NC(=C2)[N+](=O)[O-])C2=CC=C(C=C2)OC(F)(F)F (S)-N-isopropyl-5-(((2-nitro-6,7-dihydro-5H-imidazo[2,1-b][1,3]oxazin-6-yl)oxy)methyl)-N-(4-(trifluoromethoxy)phenyl)pyrimidin-2-amine